[I-].C(=[NH2+])N.[Pb] Lead formamidinium iodide